CN(C(N)=O)CCCCCCCCCCCCCCCCCC 3-methyl-3-n-octadecylurea